O=C1N(CCOC1)[C@@H]1C(=NN(C1)C(=O)N[C@H](C)C1=CC=C(C=C1)C(F)(F)F)C1=CC=C(C=C1)C (S)-4-(3-oxomorpholin-4-yl)-3-(4-methylphenyl)-N-((R)-1-(4-(trifluoromethyl)phenyl)ethyl)-4,5-dihydro-1H-pyrazol-1-carboxamide